C(C)(C)(C)C=1C=C(C=C(C1)C(C)(C)C)C=1C(=CC=CC1)N 3',5'-di-tert-butyl-[1,1'-biphenyl]-2-amine